triethyl phosphate bis(vinyl carbamate) C(=C)NC(O)=O.C(=C)NC(O)=O.P(=O)(OCC)(OCC)OCC